COC1=C(OCCOCCNC(OC(C)(C)C)=O)C(=CC(=C1)\C=C\C(N1CCC=CC1=O)=O)OC tert-butyl (E)-(2-(2-(2,6-dimethoxy-4-(3-oxo-3-(6-oxo-3,6-dihydropyridin-1(2H)-yl)prop-1-en-1-yl)phenoxy)ethoxy)ethyl)carbamate